O.C(C)(C)(C)C(=O)CN1C([C@@H](CN(C2=C1C=CC=C2)C2CCCCC2)NC(NC=2C=C(C(=O)O)C=CC2)=O)=O (R)-(-)-3-[3-(1-tert-butyl-carbonylmethyl-2-oxo-5-cyclohexyl-1,3,4,5-tetrahydro-2H-1,5-benzodiazepin-3-yl)ureido]benzoic acid monohydrate